[Si](C)(C)(C(C)(C)C)OCC1=NC=CC=C1F 2-(((tert-butyldimethylsilyl)oxy)methyl)-3-fluoropyridin